The molecule is a monocarboxylic acid that is acetic acid in which one of the methyl hydrogens has been replaced by an imidazol-2-yl group. It has a role as a metabolite. It is a member of imidazoles and a monocarboxylic acid. It derives from an acetic acid. C1=CN=C(N1)CC(=O)O